(phenylmethyloxy)-1-chloroisoquinoline-3-carboxylic acid methyl ester COC(=O)C=1N=C(C2=CC=CC=C2C1OCC1=CC=CC=C1)Cl